(2R-4S)-4-[[(2S,3S)-2-amino-3-methyl-pentanoyl]amino]-2-(4-boronobutyl)piperidine-2-carboxylic acid N[C@H](C(=O)N[C@@H]1C[C@@](NCC1)(C(=O)O)CCCCB(O)O)[C@H](CC)C